C(C)N(CC)CC=1C=CC(=NC1)/C=C/C1=NNC2=CC(=CC=C12)SC1=C(C(=O)NCC(F)F)C=CC=C1 2-({3-[(E)-2-{5-[(diethylamino)methyl]pyridin-2-yl}vinyl]-1H-indazol-6-yl}thio)-N-(2,2-difluoroethyl)benzamide